cobalt (III) acetonitrile C(C)#N.[Co+3]